propylenediamine hydroiodic acid salt I.C(C(C)N)N